5-amino-3-(4-(5-fluoro-2-methoxybenzoylaminomethyl)phenyl)-1-(4-(piperazin-1-yl)phenyl)-1H-pyrazole-4-carboxamide NC1=C(C(=NN1C1=CC=C(C=C1)N1CCNCC1)C1=CC=C(C=C1)CNC(C1=C(C=CC(=C1)F)OC)=O)C(=O)N